N-(4-fluoro-3-methylphenyl)-2,3,6,7-tetramethyl-4-oxo-4,5-dihydro-2H-pyrrolo[3,4-c]pyridine-1-carboxamide FC1=C(C=C(C=C1)NC(=O)C=1N(C(=C2C(NC(=C(C21)C)C)=O)C)C)C